P(=O)(=O)CN1C(CN(CC1)CP(=O)=O)C 1,4-bis(phosphomethyl)-2-methylpiperazine